tert-butyl ((S)-3-hydroxy-1-((R)-2-methylpiperazin-1-yl)-1-oxopropan-2-yl)carbamate OC[C@@H](C(=O)N1[C@@H](CNCC1)C)NC(OC(C)(C)C)=O